phenyl-phthalic acid monoamide C1(=CC=CC=C1)C1=C(C(C(=O)N)=CC=C1)C(=O)O